[In]=S.[Na] NATRIUM INDIUM SULFID